4-[1-(4-fluorophenyl)-4-hydroxy-2-(3-methoxy-1,1-dimethyl-propyl)indol-3-yl]benzoic acid FC1=CC=C(C=C1)N1C(=C(C2=C(C=CC=C12)O)C1=CC=C(C(=O)O)C=C1)C(CCOC)(C)C